3,3-Dimethyl-2,3-dihydro-4H-pyran-4-one CC1(COC=CC1=O)C